3-(1-oxo-5-(4-(((S)-3-phenylpiperidin-1-yl)methyl)pyridin-2-yl)isoindolin-2-yl)piperidine-2,6-dione O=C1N(CC2=CC(=CC=C12)C1=NC=CC(=C1)CN1C[C@@H](CCC1)C1=CC=CC=C1)C1C(NC(CC1)=O)=O